3-(4-((3-azidopropyl)thio)-1-oxoisoindolin-2-yl)piperidine-2,6-dione N(=[N+]=[N-])CCCSC1=C2CN(C(C2=CC=C1)=O)C1C(NC(CC1)=O)=O